(5-iodo-6-methylpyrimidin-4-yl) piperazine-1-carboxylate N1(CCNCC1)C(=O)OC1=NC=NC(=C1I)C